Cl.FC1=CC=C(C=C1)CCCNC(=N)NC(=N)N (4-fluoro)phenylpropyl-biguanide hydrochloride